C[C@@H](CC)NC(O[C@H]1C[C@H](CC1)C1=CC(=NN1)NC(CC=1SC(=CN1)C)=O)=O (1R,3S)-3-(3-{[(5-methyl-1,3-thiazol-2-yl)acetyl]amino}-1H-pyrazol-5-yl)cyclopentyl (2S)-butan-2-ylcarbamate